(R)-N-(1-(3-amino-5-(trifluoromethyl)phenyl)ethyl)-2-chloro-6-(4-methylpiperidin-1-yl)pyrido[3,4-d]pyrimidin-4-amine NC=1C=C(C=C(C1)C(F)(F)F)[C@@H](C)NC=1C2=C(N=C(N1)Cl)C=NC(=C2)N2CCC(CC2)C